(2R,4R)-6-chloro-7-fluoro-4-hydroxy-N-{3-[1-(trifluoromethyl)-1H,1'H-[3,4'-bipyrazol]-1'-yl]bicyclo[1.1.1]pentan-1-yl}-3,4-dihydro-2H-1-benzopyran-2-carboxamide ClC=1C(=CC2=C([C@@H](C[C@@H](O2)C(=O)NC23CC(C2)(C3)N3N=CC(=C3)C3=NN(C=C3)C(F)(F)F)O)C1)F